C(C1=CC=CC=C1)OC(=O)N1CC(C1)O[C@@H]1[C@H](CN(CC1)C(=O)OC(C)(C)C)F tert-butyl (3S,4S)-4-(1-benzyloxycarbonylazetidin-3-yl)oxy-3-fluoro-piperidine-1-carboxylate